CC(C)C(CCCCC)C 2,3-dimethyl-octane